(E)-3-(3-chloro-5-fluoro-1H-indazol-6-yl)-N-(6-methoxy-2,4-dimethylpyridin-3-yl)acrylamide ClC1=NNC2=CC(=C(C=C12)F)/C=C/C(=O)NC=1C(=NC(=CC1C)OC)C